C1(CC1)S(=O)(=O)NC=1SC=C(N1)CC(=O)NC1=C(C=C(C=C1)C1=NC(=CN=C1)OCC)F 2-(2-(cyclopropanesulfonamido)thiazol-4-yl)-N-(4-(6-ethoxypyrazin-2-yl)-2-fluorophenyl)acetamide